tetrasulfonyl-phenyl-porphyrin S(=O)(=O)=C1C(C=2C(C3C(C(C(N3)=CC=3C=CC(=CC4=CC=C(C=C1N2)N4)N3)C3=CC=CC=C3)=S(=O)=O)=S(=O)=O)=S(=O)=O